C(C)C(CC(CCC#CCC)CC)O ethyl-3-ethyl-6-nonyn-1-ol